6-(2-(2-isopropylphenyl)-4-(4-methoxybenzyl)piperazin-1-yl)-2-azaspiro[3.3]Heptane C(C)(C)C1=C(C=CC=C1)C1N(CCN(C1)CC1=CC=C(C=C1)OC)C1CC2(CNC2)C1